C1(CCC1)C=1C(=NN(C1C1=CC=C(C=C1)F)C)NC(=O)C1CC(C1)C(F)(F)F (1R,3R)-N-(4-cyclobutyl-5-(4-fluorophenyl)-1-methyl-1H-pyrazol-3-yl)-3-(trifluoromethyl)cyclobutane-1-carboxamide